({(3S)-1-[3-(phenylsulfonyl)-6-{[2-(pyridazin-4-yl)-1,3-thiazole-4-carbonyl]Amino}-2-(trifluoromethyl)phenyl]Piperidin-3-yl}methyl)carbamic acid tert-butyl ester C(C)(C)(C)OC(NC[C@H]1CN(CCC1)C1=C(C(=CC=C1NC(=O)C=1N=C(SC1)C1=CN=NC=C1)S(=O)(=O)C1=CC=CC=C1)C(F)(F)F)=O